CC1=NNC(=C1C1=CC=C(NC([C@H]([C@@H]2CCC3=CC=C(C=C23)N2C=NC(=C2)C(C)C)NC(=O)C=2N(N=CC2)C)=O)C=C1)C N-[(1S)-2-[4-(3,5-dimethyl-1H-pyrazol-4-yl)anilino]-1-[(1R)-6-(4-isopropylimidazol-1-yl)indan-1-yl]-2-oxo-ethyl]-2-methyl-pyrazole-3-carboxamide